FC(C1=CC=C(C=C1)C1=CC=C(C=C1)COC1=C(N=NN1)C(=O)O)(F)F 5-((4'-(trifluoromethyl)-[1,1'-biphenyl]-4-yl)methoxy)-1H-1,2,3-triazole-4-carboxylic acid